C[SiH](C)C tri-methyl-silane